C(C1=CC=CC=C1)(C1=CC=CC=C1)(C1=CC=CC=C1)C1=C(C=CC(=C1)C(C)(C)C)O 2-trityl-4-tert-butylphenol